3'-(3-(10H-phenothiazin-10-yl)phenyl)-5'-(4-(1-methyl-1H-benzo[d]imidazol-2-yl)phenyl)-[1,1':2',1''-terphenyl] C1=CC=CC=2SC3=CC=CC=C3N(C12)C=1C=C(C=CC1)C1=C(C(=CC(=C1)C1=CC=C(C=C1)C1=NC2=C(N1C)C=CC=C2)C2=CC=CC=C2)C2=CC=CC=C2